N-(5-(1-(4-ethylphenyl)-1H-pyrazol-4-yl)-1H-indol-3-yl)-2-hydroxyacetamide C(C)C1=CC=C(C=C1)N1N=CC(=C1)C=1C=C2C(=CNC2=CC1)NC(CO)=O